ethyl (S)-2-((1-(6-((5-cyanopyridin-2-yl)methoxy)pyridin-2-yl)piperidin-4-ylidene)methyl)-7-fluoro-1-(oxetan-2-ylmethyl)-1H-benzo[d]imidazole-6-carboxylate C(#N)C=1C=CC(=NC1)COC1=CC=CC(=N1)N1CCC(CC1)=CC1=NC2=C(N1C[C@H]1OCC1)C(=C(C=C2)C(=O)OCC)F